(1S,3S,4R)-4-amino-3-[1,1-dimethylethyl(dimethyl)silyl]oxy-N-methoxy-N-methyl-cyclohexanecarboxamide N[C@H]1[C@H](C[C@H](CC1)C(=O)N(C)OC)O[Si](C)(C)C(C)(C)C